C(CCCCCCCCCCCCCCCCC)N=CC1=NC=CC=C1 N-Octadecyl-N-(2-pyridylmethylene)amine